CC(C(=O)O)=CC1=CC=CC=C1 Alpha-methyl-cinnamic acid